((3R)-4-amino-3-methyl-1,3-dihydrofuro[3,4-c]quinolin-8-yl)((3R,3aR,7aR)-3-phenylhexahydropyrano[4,3-b]pyrrol-1(4H)-yl)methanone NC1=NC=2C=CC(=CC2C2=C1[C@H](OC2)C)C(=O)N2[C@H]1[C@@H]([C@@H](C2)C2=CC=CC=C2)COCC1